NCC#CC1=C(C(=O)OC)C=CC(=C1)C=1OC(=NN1)NC(C[C@H]1C=2N(C3=C(C(=N1)C1=CC=C(C=C1)Cl)C(=C(S3)C)C)C(=NN2)C)=O methyl (S)-2-(3-aminoprop-1-yn-1-yl)-4-(5-(2-(4-(4-chlorophenyl)-2,3,9-trimethyl-6H-thieno[3,2-f][1,2,4]triazolo[4,3-a][1,4]diazepin-6-yl)acetamido)-1,3,4-oxadiazol-2-yl)benzoate